(R)-2-amino-2-(4-(3-chloropyridin-4-yl)phenyl)ethan-1-ol N[C@@H](CO)C1=CC=C(C=C1)C1=C(C=NC=C1)Cl